C(#N)N=C(NCCCCCN1CCN(CC1)C(=O)C=1SC=CC1)NC=1C=NC=CC1 2-cyano-1-(5-(1-(2-thienylformyl)piperazine-4-yl)pentyl)-3-(3-pyridinyl)guanidine